C(C)C1=NOC2=C1C=C(C(=C2)OC)C=2C(=C(C=CC2[N+](=O)[O-])S(=O)(=O)N)OC (3-ethyl-6-methoxybenzo[d]isoxazol-5-yl)-2-methoxy-4-nitrobenzenesulfonamide